FC(OC=1C=C(C=CC1N1N=C(N=C1)C)NC1=NN2C(C(=CC=C2OCC(F)(F)F)C(C)(C)O)=N1)F 2-(2-((3-(difluoromethoxy)-4-(3-methyl-1H-1,2,4-triazol-1-yl)phenyl)amino)-5-(2,2,2-trifluoroethoxy)-[1,2,4]triazolo[1,5-a]pyridin-8-yl)propan-2-ol